benzyl (1-(1-(4-(4-(2,6-dioxopiperidin-3-yl)phenyl)piperazin-1-yl)propan-2-yl)piperidin-4-yl)carbamate O=C1NC(CCC1C1=CC=C(C=C1)N1CCN(CC1)CC(C)N1CCC(CC1)NC(OCC1=CC=CC=C1)=O)=O